5-cyclobutylsulfanyl-1H-pyrazolo[3,4-b]pyridine C1(CCC1)SC=1C=C2C(=NC1)NN=C2